ClC1=NC=C(C(=C1)N1CCC(CC1)C1(CC1)O)I 1-(1-(2-chloro-5-iodopyridin-4-yl)piperidin-4-yl)cyclopropan-1-ol